COC(=O)C1(CN(C2=CC(=CC=C12)Br)C(=O)OC(C)(C)C)C 6-bromo-3-methylindoline-1,3-dicarboxylic acid 1-tert-butyl 3-methyl ester